OC1(CCOCC1)C(C(=O)OC(C)(C)C)S tert-butyl 2-(4-hydroxytetrahydro-2H-pyran-4-yl)-2-mercaptoacetate